7-(2-hydroxypropan-2-yl)-4H,5H-thieno[3,2-c]pyridin OC(C)(C)C=1C2=C(CNC1)C=CS2